1-(((R)-7-((2S,4R)-4-((3-(fluoromethyl)oxetan-3-yl)amino)-2-phenylpiperidine-1-carbonyl)-7-azaspiro[4.5]dec-10-yl)methyl)-4-phenylpyridin-2(1H)-one FCC1(COC1)N[C@H]1C[C@H](N(CC1)C(=O)N1CC2(CCCC2)[C@@H](CC1)CN1C(C=C(C=C1)C1=CC=CC=C1)=O)C1=CC=CC=C1